4-chloro-2-(4-((4-fluorophenyl)(methyl)amino)phenyl)-5-(((S)-1-((S)-tetrahydro-2H-pyran-3-yl)ethyl)amino)pyridazin-3(2H)-one ClC=1C(N(N=CC1N[C@@H](C)[C@H]1COCCC1)C1=CC=C(C=C1)N(C)C1=CC=C(C=C1)F)=O